3,4-dihydrothieno[2,3-d]pyrimidine-2-carbonitrile N1=C(NCC2=C1SC=C2)C#N